ClC=1C=C(N)C=C(C1OC=1N=C2C(=NC1)N(C=C2)COCC[Si](C)(C)C)Cl 3,5-dichloro-4-[(5-[[2-(trimethylsilyl)ethoxy]-methyl]-pyrrolo[2,3-b]pyrazin-2-yl)oxy]aniline